OC[C@@H]1N(CCN(C1)C1=NC=C(C=N1)C(F)(F)F)C(=O)OCCC1=CNC(C(=C1)C(F)(F)F)=O 2-(6-Oxo-5-(trifluoromethyl)-1,6-dihydropyridin-3-yl)ethyl (R)-2-(hydroxymethyl)-4-(5-(trifluoromethyl)pyrimidin-2-yl)piperazine-1-carboxylate